C1=CC=CC=2C3=CC=CC=C3C(C12)(C1=CC(=C(C(=C1)C)O)C)C1=CC(=C(C(=C1)C)O)C 4,4'-(9H-fluorene-9-ylidene)bis[2,6-dimethylphenol]